N'-methyl-pyrimidine-4,6-diamine CNC1=CC(=NC=N1)N